F[B-](F)(F)F.F[B-](F)(F)F.ClC[N+]12CC[N+](CC1)(CC2)F Chloromethyl-4-fluoro-1,4-diazoniabicyclo[2.2.2]octane bis(tetra-fluoroborate)